4-(3-cyclopropyl-2-methyl-2H-indazol-5-yl)-5-fluoro-N-(5-(piperazin-1-ylmethyl)pyridin-2-yl)pyrimidin-2-amine C1(CC1)C=1N(N=C2C=CC(=CC12)C1=NC(=NC=C1F)NC1=NC=C(C=C1)CN1CCNCC1)C